4'-(morpholine-4-carbonyl)-[1,1'-biphenyl] N1(CCOCC1)C(=O)C1=CC=C(C=C1)C1=CC=CC=C1